5'-methyl-3-(morpholinosulfonyl)-4-pentyl-1',2',3',4'-tetrahydro-[1,1'-biphenyl]-2,6-diol CC=1CCCC(C1)C=1C(=C(C(=CC1O)CCCCC)S(=O)(=O)N1CCOCC1)O